ClC1=C2C=C(N(C2=CC=C1Cl)C)C(=O)N[C@H](C)C1=CC=C(C=C1)CC(=O)O |r| (±)-2-(4-(1-(4,5-Dichloro-1-methyl-1H-indole-2-carboxamido)ethyl)phenyl)acetic acid